ClC1=CC=C(C=C1)[C@@]1(N(C(C2=CC(=CC(=C12)F)C(C)(C)O)=O)CC1=CC=C(C=N1)C#N)OC1CC(C1)O 6-{[(1R)-1-(4-chlorophenyl)-7-fluoro-1-(3-hydroxycyclobutoxy)-5-(2-hydroxypropan-2-yl)-3-oxo-2,3-dihydro-1H-isoindol-2-yl]methyl}pyridine-3-carbonitrile